phosphorous bis(2-chloroethyl) ester ClCCOP(OCCCl)O